2-(hydroxymethyl)-2-{[2-(pyridin-4-yl)pyrido[3,4-d]Pyrimidin-4-yl]Amino}propane-1,3-diol OCC(CO)(CO)NC=1C2=C(N=C(N1)C1=CC=NC=C1)C=NC=C2